NC1=C(C#N)C(=CC(=N1)C=1C=C2[C@@H](N(C(C2=CC1)=O)C1C(NC(CC1)=O)=O)C)C 2-amino-6-((3S)-2-(2,6-dioxopiperidin-3-yl)-3-methyl-1-oxoisoindolin-5-yl)-4-methylnicotinonitrile